3-methoxy-4-(thiophen-3-ylmethoxy)aniline COC=1C=C(N)C=CC1OCC1=CSC=C1